BrC1=CC=2N(C(N(C(C2S1)=O)C1=CN=CC2=CC=C(C=C12)F)=O)CCC#N 3-(6-bromo-3-(6-fluoroisoquinolin-4-yl)-2,4-dioxo-3,4-dihydrothieno[3,2-d]pyrimidin-1(2H)-yl)propionitrile